6-chloro-5'-(5-chloro-2-fluorophenyl)-2'-(2,4-dimethoxypyrimidin-5-yl)-3'-isopropyl-3'H-spiro[indoline-3,4'-pyrrolo[3,4-d]imidazole]-2,6'(5'H)-dione ClC1=CC=C2C(=C1)NC(C21N(C(C=2N=C(N(C21)C(C)C)C=2C(=NC(=NC2)OC)OC)=O)C2=C(C=CC(=C2)Cl)F)=O